C(C)N1CCNCCC1 4-ethyl-1,4-diazepan